3-p-fluorobenzylthio-5,5-dimethyl-4,5-dihydroisoxazole FC1=CC=C(CSC2=NOC(C2)(C)C)C=C1